[2H]C(NC(=O)NC12CCC(CC1)(CC2)F)(C2=CC(=NC=C2)OC(F)F)[2H] 1-[dideuterio-[2-(difluoromethoxy)pyridin-4-yl]methyl]-3-(4-fluoro-1-bicyclo[2.2.2]octanyl)urea